ethylene glycol (methyl)acrylate CC(C(=O)OCCO)=C